C(OCCC1=C(C(NC12CCC(CC2)OC)=O)C2=C(C=CC(=C2)C)C)([O-])=O 3-(2,5-dimethylphenyl)-8-methoxy-2-oxo-1-azaspiro[4.5]dec-3-en-4-yl-ethyl carbonate